C1(=CC=C(C=C1)C(\C=C/C)O)C (Z)-1-(p-tolyl)but-2-en-1-ol